CC=1SC(=C(N1)OC1CC(N(C(C1)(C)C)C)(C)C)C(=O)O 2-Methyl-4-((1,2,2,6,6-pentamethylpiperidin-4-yl)oxy)thiazole-5-carboxylic acid